(R)-2-(1-(cyclopropylmethyl)-6-(1-(pyrrolidine-1-carboxamido)ethyl)-1H-pyrrolo[2,3-b]pyridin-2-yl)-5-methoxy-3-methylimidazo[1,2-a]pyridine-7-carboxylic acid C1(CC1)CN1C(=CC=2C1=NC(=CC2)[C@@H](C)NC(=O)N2CCCC2)C=2N=C1N(C(=CC(=C1)C(=O)O)OC)C2C